di-n-butyl-7-methoxy-bicyclo[2.2.2]oct-5-ene-2,3-dicarboxylic acid C(CCC)C1(C(C2C(C(C1C=C2)C(=O)O)C(=O)O)OC)CCCC